C1=NC(=CC2=CC=CC=C12)CN1CCCC1 (3S)-1-[(isoquinolin-3-yl)methyl]pyrrolidin